6-(4-chloro-2-hydroxyphenyl)-3-{[(3R)-1-ethylpiperidin-3-yl]amino}-4-methyl-5H,4H-1,2,4-triazine-5-one ClC1=CC(=C(C=C1)C=1C(N(C(=NN1)N[C@H]1CN(CCC1)CC)C)=O)O